β-naphthalenesulfinic acid sodium salt [Na+].C1=C(C=CC2=CC=CC=C12)S(=O)[O-]